CC(COC(CC)=O)CC 2-Methylbutyl-propionate